bismethacryloyloxypropylmethylchloro-silane C(C(=C)C)(=O)OC(CC[SiH](Cl)C)OC(C(=C)C)=O